3-(4-(3-(3-(3-(trifluoromethoxy)phenyl)phenyl)propyl)phenyl)benzenesulfonamide FC(OC=1C=C(C=CC1)C=1C=C(C=CC1)CCCC1=CC=C(C=C1)C=1C=C(C=CC1)S(=O)(=O)N)(F)F